BrC=1C=CC=2N(C1)C(=C(N2)Cl)SCC 6-bromo-2-chloro-3-(ethylsulfanyl)imidazo[1,2-a]pyridine